3-{[5-fluoro-4-(3-oxo-5,6,7,8-tetrahydro[1,2,4]triazolo[4,3-a]pyridin-2(3H)-yl)-2-{[(2S)-1,1,1-trifluoropropan-2-yl]oxy}benzoyl]amino}azetidine-1-carboxylic acid tert-butyl ester C(C)(C)(C)OC(=O)N1CC(C1)NC(C1=C(C=C(C(=C1)F)N1N=C2N(CCCC2)C1=O)O[C@H](C(F)(F)F)C)=O